C(C)(C)(C)OC(=O)N1CC2(CC2)[C@@H]([C@@H]1CC1=CC(=CC=C1)Br)N (6S,7S)-7-amino-6-(3-bromobenzyl)-5-azaspiro[2.4]heptane-5-carboxylic acid tert-butyl ester